N-(3-((3-fluorophenyl)-amino)-2,3-dihydro-1H-inden-5-yl)acryl-amide FC=1C=C(C=CC1)NC1CCC2=CC=C(C=C12)NC(C=C)=O